1-(3,4-dichlorophenyl)-3-(4-(hydroxyamino)-6-isopropyl-pyrimidin-2-yl)urea ClC=1C=C(C=CC1Cl)NC(=O)NC1=NC(=CC(=N1)NO)C(C)C